N1(CCC1)C1=NC(=CC2=C1N=C(N=C2)N[C@@H]2COCC[C@@H]2NC(C=C)=O)C2=C(C(=CC(=C2F)OC)OC)F N-((3S,4S)-3-((8-(azetidin-1-yl)-6-(2,6-difluoro-3,5-dimethoxyphenyl)pyrido[3,4-d]pyrimidin-2-yl)amino)tetra-hydro-2H-pyran-4-yl)acrylamide